N(=[N+]=[N-])CC1CCN(CC1)CCNS(=O)(=O)CC1=CC=C(C=C1)C(F)(F)F N-(2-(4-(azidomethyl)piperidin-1-yl)ethyl)-1-(4-(trifluoromethyl)phenyl)methanesulfonamide